methyl (2-tolyl) disulfide C1(=C(C=CC=C1)SSC)C